N-(tert-butyl)-2,3,6-trifluoro-4-(6-(((3aR,5s,6aS)-2-((tetrahydro-2H-pyran-4-yl)methyl-d2)octahydrocyclopenta[c]pyrrol-5-yl)amino)pyridazin-3-yl)benzamide C(C)(C)(C)NC(C1=C(C(=C(C=C1F)C=1N=NC(=CC1)NC1C[C@@H]2[C@@H](CN(C2)C([2H])([2H])C2CCOCC2)C1)F)F)=O